8-oxa-2,4,10a-triazanaphtho[2,1,8-cde]azulene-1(2H)-one C1(NC2=C3C4=C(OC=CN13)C=CC=C4N=C2)=O